[P].ClC1=C(C=NC2=CC=CC=C12)[N+](=O)[O-] 4-Chloro-3-nitroquinoline Phosphorus